(R)-5-chloro-2-(4-((4,4-dimethyltetrahydrofuran-3-yl)amino)pyrido[3,4-d]pyridazin-1-yl)phenol ClC=1C=CC(=C(C1)O)C1=C2C(=C(N=N1)N[C@H]1COCC1(C)C)C=NC=C2